2-(3',5'-dibromo-[1,1'-biphenyl]-4-yl)imidazo[1,2-a]pyridine BrC=1C=C(C=C(C1)Br)C1=CC=C(C=C1)C=1N=C2N(C=CC=C2)C1